FC(C=1C=C2C(=CC1)NC(C21CCN(CC1)CCOC=1C=NC(=C(C1)C(F)(F)F)[C@H](C)O)=O)F |o1:29| 5-(difluoromethyl)-1'-[2-({6-[(1S) or (1R)-1-hydroxyethyl]-5-(trifluoromethyl)pyridin-3-yl}oxy)ethyl]-1,2-dihydrospiro[indole-3,4'-piperidin]-2-one